C(CC(=C)C)NC1=C2N=CN(C2=NC=N1)C1OCCCCC1 6-isopentenylamino-9-(oxepan-2-yl)-9H-purine